1-(tert-Butyl)-N-(2-methyl-4-(3-(3-(N-methylacrylamido)piperidin-1-yl)pyridin-4-yl)benzyl)-1H-pyrazole-3-carboxamide C(C)(C)(C)N1N=C(C=C1)C(=O)NCC1=C(C=C(C=C1)C1=C(C=NC=C1)N1CC(CCC1)N(C(C=C)=O)C)C